NC1=CC(=NC=C1)C1(CC1)S(=O)(C)=NC([O-])=O ((1-(4-Aminopyridin-2-yl)cyclopropyl)(methyl)(oxo)-λ6-sulfanylidene)carbamate